3-[4-[4-(2-hydroxyethyl)-1-piperidinyl]phenyl]piperidine-2,6-dione OCCC1CCN(CC1)C1=CC=C(C=C1)C1C(NC(CC1)=O)=O